FC1=C(C=NN1C)C1N(CCC(C1)N)C (5-fluoro-1-methyl-1H-pyrazol-4-yl)-1-methylpiperidin-4-amine